[Si](C)(C)(C(C)(C)C)OCCC1CNC(C2=CC=C(C=C12)C=1C(=NN(C1)C=1C=C(C=CC1)NC(C=C)=O)[N+](=O)[O-])=O N-(3-(4-(4-(2-((tert-butyldimethylsilyl)oxy)ethyl)-1-oxo-1,2,3,4-tetrahydroisoquinolin-6-yl)-3-nitro-1H-pyrazol-1-yl)phenyl)acrylamide